6-tert-butyl-10-chloro-9-(3-methoxypropoxy)-3-(pyrimidin-2-yl)-6H,7H-pyrido[2,1-a]isoquinolin-2-one C(C)(C)(C)C1N2C(C3=CC(=C(C=C3C1)OCCCOC)Cl)=CC(C(=C2)C2=NC=CC=N2)=O